(3R)-1-(7-(6-Chloro-5-((Z)-prop-1-en-1-yl)-1H-indazol-4-yl)-6,8-difluoro-2-(((2R,7aS)-2-fluorotetrahydro-1H-pyrrolizin-7a(5H)-yl)methoxy)quinazolin-4-yl)-3-methylpiperidin-3-ol ClC1=C(C(=C2C=NNC2=C1)C1=C(C=C2C(=NC(=NC2=C1F)OC[C@]12CCCN2C[C@@H](C1)F)N1C[C@@](CCC1)(O)C)F)\C=C/C